OC1=CC(=CC=2N=C(NC21)C)C(=O)N(C)C 4-hydroxy-N,N,2-trimethyl-benzimidazole-6-carboxamide